C(C)(C)(C)OC(=O)N[C@@H](CC1=CC=CC=C1)C(=O)OC(CCCCCCCCC)CCCCCCCCC Nonadecan-10-yl (tert-butoxycarbonyl)-L-phenylalaninate